C(CCCC)S(=O)(=O)OC=1C=C(C=CC1)NC(=O)NC1=CC(=CC=C1)OS(=O)(=O)CCCCC N,N'-bis-[3-(pentanesulfonyloxy)phenyl]urea